2-(1-methyl-1H-pyrazol-4-yl)-N-(2-methyl-5-(2-morpholinoacetamido)pyridin-3-yl)pyrazolo[5,1-b]thiazole-7-carboxamide CN1N=CC(=C1)C1=CN2C(S1)=C(C=N2)C(=O)NC=2C(=NC=C(C2)NC(CN2CCOCC2)=O)C